C(C)(C)(C)N1CCC(CC1)OC=1C=NC(=CC1)N1[C@H](CCC1)C=1N=C(SC1)N tert-butyl-(R)-4-((6-(2-(2-aminothiazol-4-yl)pyrrolidin-1-yl)pyridin-3-yl)oxy)piperidine